C(C(=C)C)(=O)OCC1OCOCC1 1,3-dioxan-4-ylmethyl methacrylate